(R)-3-hydroxy-1-methyl-3-(3-(1-methyl-2-(1-tosyl-1H-pyrrolo[2,3-b]pyridin-3-yl)-1H-imidazol-5-yl)phenyl)pyrrolidin-2-one O[C@@]1(C(N(CC1)C)=O)C1=CC(=CC=C1)C1=CN=C(N1C)C1=CN(C2=NC=CC=C21)S(=O)(=O)C2=CC=C(C)C=C2